CC1(OC(=CC(C1)=O)C(=O)OCCCC)C butyl 2,2-dimethyl-4-oxo-3H-pyran-6-carboxylate